(S)-1-(isopropylamino)-7-(pyrrolidin-3-ylamino)-2,6-naphthyridine-3-carbonitrile C(C)(C)NC1=NC(=CC2=CN=C(C=C12)N[C@@H]1CNCC1)C#N